N1=CC=C(C=C1)C1=NC=C(N=C1)C1=CC=NC=C1 2,5-bis(4-pyridyl)pyrazine